methyl-vinyl-anthracene CC1=C(C2=CC3=CC=CC=C3C=C2C=C1)C=C